BrC=1C=CC2=CC(=CC=C2C1)Br 3,7-Dibromonaphthalene